NC=1C2=C(N=C(N1)O)C=CC(=N2)Cl amino-6-chloropyrido[3,2-d]pyrimidin-2-ol